N-(6-(3-(2,3-difluorophenylsulfonamido)-2,6-difluorophenyl)quinazolin-2-yl)pivalamide FC1=C(C=CC=C1F)S(=O)(=O)NC=1C(=C(C(=CC1)F)C=1C=C2C=NC(=NC2=CC1)NC(C(C)(C)C)=O)F